ClC1=CC(=C(C=CC(=O)O)C=C1)C#N 4-chloro-o-cyanocinnamic acid